(S)-β-bisabolene CC1=CC[C@H](CC1)C(=C)CCC=C(C)C